O1CCOC12CCC(CC2)NC2=CC1=C(N=C(S1)C#N)C=C2 6-{1,4-dioxaspiro[4.5]decan-8-ylamino}-1,3-benzothiazole-2-carbonitrile